C(C)(C)N1N=C2C(=C1NC(=O)NS(=O)(=O)C=1C=NN3C1OCCC3)CCC2 N-((2-isopropyl-2,4,5,6-tetrahydrocyclopenta[c]pyrazol-3-yl)carbamoyl)-6,7-dihydro-5H-pyrazolo[5,1-b][1,3]oxazine-3-sulfonamide